FC1=NC(=C2N=CN(C2=N1)C1OCC1)NC1=CC(=CC(=C1)OC)OC 2-fluoro-6-(3,5-dimethoxyanilino)-9-(oxetan-2-yl)-9H-purine